NC=1C=2N(C=CN1)C(=NC2C2=C(C=C(C=C2)C(NC2=NC=CC(=C2)C2CC2)=O)F)[C@H]2CN([C@H](CO2)C)C2CCC(CC2)(C(=O)O)C trans-4-[(2R,5S)-2-(8-amino-1-{4-[(4-cyclopropylpyridin-2-yl)carbamoyl]-2-fluorophenyl}imidazo[1,5-a]pyrazin-3-yl)-5-methylmorpholin-4-yl]-1-methylcyclohexanecarboxylic acid